3,6-Dichloro-4-((1R,2S)-2-(2,2-difluoroethyl)cyclopropyl)pyridazine ClC=1N=NC(=CC1[C@H]1[C@@H](C1)CC(F)F)Cl